FC=1C=C(CN(C2=CC=3OC(C(=CC3S2)C(=O)O)=O)C)C=CC1 2-((3-fluorobenzyl)(methyl)amino)-5-oxo-5H-thieno[3,2-b]pyran-6-carboxylic acid